trans-N-[4-[5-[4-amino-2-(tert-butylsulfamoyl)phenyl]thiazol-2-yl]cyclohexyl]carbamic acid oxetan-3-yl ester O1CC(C1)OC(N[C@@H]1CC[C@H](CC1)C=1SC(=CN1)C1=C(C=C(C=C1)N)S(NC(C)(C)C)(=O)=O)=O